1-(4-(4-AMINO-7-CYCLOPROPYL-7H-PYRROLO[2,3-D]PYRIMIDIN-5-YL)BENZO[D]OXAZOL-7-YL)-3-(4-((4-METHYLPIPERAZIN-1-YL)METHYL)-3-(TRIFLUOROMETHYL)PHENYL)UREA NC=1C2=C(N=CN1)N(C=C2C2=CC=C(C1=C2N=CO1)NC(=O)NC1=CC(=C(C=C1)CN1CCN(CC1)C)C(F)(F)F)C1CC1